O1CCN(CC1)C1=NC(=CC(=C1)CN)OCC(F)(F)F (2-Morpholino-6-(2,2,2-trifluoroethoxy)pyridin-4-yl)methanamine